CSCCCN1N=C(C=C1)CCN 2-(1-(3-(methylthio)propyl)-1H-pyrazol-3-yl)ethan-1-amine